OC1=CC=C(C=C1)[C@@H]1OC2=C([C@H]1C(=O)OC(C)C)C=C(C=C2)\C=C\C(=O)OC isopropyl (2R,3R)-2-(4-hydroxyphenyl)-5-((E)-3-methoxy-3-oxoprop-1-en-1-yl)-2,3-dihydrobenzofuran-3-carboxylate